O.C(C)(=O)NC=1C=C(C=CC1)C(=O)C=O 3-ACETAMIDOPHENYLGLYOXAL HYDRATE